3-(4-trifluoromethylphenyl)propiolic acid FC(C1=CC=C(C=C1)C#CC(=O)O)(F)F